The molecule is a phenylpyrazole insecticide that is 3-acetyl-1H-pyralole which is substituted at positions 1, 4, and 5 by 2,6-dichloro-4-(trifluoromethyl)phenyl, methylsulfinyl, and amino groups, respectively. A GABA-gated chloride channel antagonist, it was formerly used as an insecticide and acaricide for the control of sucking and chewing insect pests. It has a role as an acaricide, a nematicide and a GABA-gated chloride channel antagonist. It is a phenylpyrazole insecticide, a sulfoxide, a primary amino compound, a dichlorobenzene, a member of (trifluoromethyl)benzenes and an aromatic ketone. CC(=O)C1=NN(C(=C1S(=O)C)N)C2=C(C=C(C=C2Cl)C(F)(F)F)Cl